5-[2-cyclopropyl-5-(4-fluorophenyl)-3H-imidazol-4-yl]-3-(2,2-dimethylpropyl)-3H-imidazo[4,5-b]pyridin-2-ylamine mesylate S(C)(=O)(=O)O.C1(CC1)C1=NC(=C(N1)C1=CC=C2C(=N1)N(C(=N2)N)CC(C)(C)C)C2=CC=C(C=C2)F